OC(CCC)[Se][Se]C(CCC)O di(1-hydroxybutyl) diselenide